FC(OC1=C2C=C(NC2=CC=C1)C(=O)N1[C@@H]([C@@H]2[C@H](C1)CCC2)C(=O)O)F (1s,3ar,6as)-2-(4-(difluoromethoxy)-1H-indole-2-carbonyl)octahydrocyclopenta[c]pyrrole-1-carboxylic acid